(S)-4-((7-methoxyquinazolin-4-yl)amino)-N-methylbenzenesulfonimidamide COC1=CC=C2C(=NC=NC2=C1)NC1=CC=C(C=C1)[S@@](=O)(NC)=N